2-benzyl-10-methoxyimidazo[1,2-c]quinazolin-5-amine C(C1=CC=CC=C1)C=1N=C2N(C(=NC=3C=CC=C(C23)OC)N)C1